C(CCC)(=O)O[C@H]1[C@@H]([C@H](C(O)O[C@@H]1COC(CCC)=O)NC(CCC)=O)O 4,6-di-O-butyryl-2-N-(butyryl)-D-glucosamine